2-Bromo-4-(2-ethylbutylsulfonyl)-1-methoxybenzene BrC1=C(C=CC(=C1)S(=O)(=O)CC(CC)CC)OC